1-octadecyl-2-(9Z-hexadecenoyl)-glycero-3-phosphoserine CCCCCCCCCCCCCCCCCCOC[C@H](COP(=O)(O)OC[C@@H](C(=O)O)N)OC(=O)CCCCCCC/C=C\CCCCCC